C(C)(C)(C)OC(=O)N1C=NC(=C1C1=C(C=CC=C1)C1=CC(=CC=C1)N1C(C2=CC=CC(=C2C1)C(F)(F)F)=O)C 4-methyl-5-(3'-(1-oxo-4-(trifluoromethyl)isoindolin-2-yl)-[1,1'-biphenyl]-2-yl)-1H-imidazole-1-carboxylic acid tert-butyl ester